COC1=CC=C(C=C1)N(C(=O)N1CCC(CC1)C(=O)C=1C=C2C=CN(C2=CC1)C)C 5-{1-[(4-Methoxy-phenyl)-methyl-carbamoyl]-piperidin-4-carbonyl}-1-methyl-1H-indol